Dicyano-1H-benzo[d]anthracene C(#N)C1(C=CC=C2C=CC=C3C=C4C=CC=CC4=CC231)C#N